FC=1C(=C(NC2=C(NC3=C2C(NC(C3)(C)C)=O)C3=CC(=NC=C3)NC(CC3=CC=C(C=C3)F)=O)C=CC1)C N-{4-[3-(3-Fluoro-2-methylanilino)-6,6-dimethyl-4-oxo-4,5,6,7-tetrahydro-1H-pyrrolo[3,2-c]pyridin-2-yl]pyridin-2-yl}-2-(4-fluorophenyl)acetamid